3-((3,4-dimethoxyphenyl)sulfonyl)-4-(4-methyl-1,4-diazepan-1-yl)-6-(trifluoromethoxy)quinoline COC=1C=C(C=CC1OC)S(=O)(=O)C=1C=NC2=CC=C(C=C2C1N1CCN(CCC1)C)OC(F)(F)F